S-(2-oxo-2-phenylethyl) thioacetate C(C)(=O)SCC(C1=CC=CC=C1)=O